FC(C(=O)O)(F)F.ClC1=C(C=CC=C1C1=CC(=CC=C1)N1CCOCC1)[C@@]1(CC(N(C(N1)=N)[C@@H]1C[C@@H](OCC1)C)=O)C (6S)-6-{2-Chloro-3-[3-(morpholin-4-yl)phenyl]phenyl}-2-imino-6-methyl-3-[(2S,4S)-2-methyl-tetrahydropyran-4-yl]hexahydro-pyrimidin-4-one trifluoroacetic acid salt